7-bromo-1-cyclopropyl-2,3-dihydro-1H-pyrido[2,3-b][1,4]oxazine BrC1=CC2=C(OCCN2C2CC2)N=C1